2-methyl-5-oxapentalene CC1=CC2=COCC2=C1